3-(propylcarboxyl)phenyl-phosphine bromide [Br-].C(CC)OC(=O)C=1C=C(C=CC1)P